N-(2-(difluoromethyl)-4-(3-(piperazin-1-yl)pyridin-4-yl)benzyl)-5-(1-methylcyclopropyl)-1,2,4-oxadiazole-3-carboxamide hydrochloride Cl.FC(C1=C(CNC(=O)C2=NOC(=N2)C2(CC2)C)C=CC(=C1)C1=C(C=NC=C1)N1CCNCC1)F